N-(4-(4,4-difluorocyclohexyl)-6-(2,5-difluorophenyl)pyrimidin-5-yl)-6,6-difluorotetrahydro-2H-pyran-3-carboxamide FC1(CCC(CC1)C1=NC=NC(=C1NC(=O)C1COC(CC1)(F)F)C1=C(C=CC(=C1)F)F)F